ClC=1C=C(C=C(C1)Cl)C=1C=CN=C2C(C(=CNC12)C(=O)O)=O 8-(3,5-dichlorophenyl)-4-oxo-1,4-dihydro-1,5-naphthyridine-3-carboxylic acid